N-((5-(tert-butyl)-2-methoxyphenyl)sulfonyl)-5-(1-methyl-1H-pyrazol-3-yl)quinoline-2-carboxamide C(C)(C)(C)C=1C=CC(=C(C1)S(=O)(=O)NC(=O)C1=NC2=CC=CC(=C2C=C1)C1=NN(C=C1)C)OC